C(C)(C)(C)OC(=O)N[C@H](CCCOC1=CC=C(C(=C1CN1C2=NC=NC(=C2N=C1)NC(OC(C)(C)C)=O)Cl)Cl)C(=O)NN tert-Butyl (R)-(9-(6-((4-((tert-butoxycarbonyl)amino)-5-hydrazinyl-5-oxopentyl)oxy)-2,3-dichlorobenzyl)-9H-purin-6-yl)carbamate